FC=1C=C(C=C(C1)F)C1=CN=CC(=N1)OCCN1CCOCC1 4-{2-{[6-(3,5-difluorophenyl)pyrazin-2-yl]oxy}ethyl}morpholine